N=1SC=CC1 2,2-dithiazole